NC1=NC(=NN2C1=NC=C2C=2C=C(C=CC2C)S(=O)(=O)N2C1CN(C(C2)C1O)C1CC(C1)C#N)C(F)(F)F 3-(5-((3-(4-amino-2-(trifluoromethyl)imidazo[2,1-f][1,2,4]triazin-7-yl)-4-methylphenyl)sulfonyl)-7-hydroxy-2,5-diazabicyclo[2.2.1]heptan-2-yl)cyclobutane-1-carbonitrile